(1r,4r)-4-((5-([1,1'-biphenyl]-4-yl)-4,6-difluoro-1H-benzo[d]imidazol-2-yl)oxy)cyclohexane-1-carboxylic acid C1(=CC=C(C=C1)C1=C(C2=C(NC(=N2)OC2CCC(CC2)C(=O)O)C=C1F)F)C1=CC=CC=C1